N1(CCCCCC1)C=1N=C(C2=C(C=NNC2=O)N1)NC1=CC=C(C=C1)OCCN1CCN(CC1)C 2-(azepan-1-yl)-4-((4-(2-(4-methylpiperazin-1-yl)ethoxy)phenyl)amino)pyrimido[4,5-d]pyridazin-5(6H)-one